2-amino-2-methyl-N-(2-pyrrolidin-1-ylethyl)propionamide NC(C(=O)NCCN1CCCC1)(C)C